di((Z)-non-2-en-1-yl) 9,9'-((3-aminopropyl)azanediyl)dinonanoate NCCCN(CCCCCCCCC(=O)OC\C=C/CCCCCC)CCCCCCCCC(=O)OC\C=C/CCCCCC